6-(3-methoxyphenyl)-2-(pyrimidin-2-yl)-[1,2,4]triazolo[4,3-a]pyridin-3(2H)-one COC=1C=C(C=CC1)C=1C=CC=2N(C1)C(N(N2)C2=NC=CC=N2)=O